N-[3-[(2R,3R,4R,5R,6R)-3-amino-4,5-dihydroxy-6-(hydroxymethyl)oxan-2-yl]oxypropyl]-4-[[3-(2,3-difluoro-4-methoxyphenyl)imidazo[1,2-a]pyrazin-8-yl]amino]-2-ethylbenzamide N[C@H]1[C@@H](O[C@@H]([C@@H]([C@@H]1O)O)CO)OCCCNC(C1=C(C=C(C=C1)NC=1C=2N(C=CN1)C(=CN2)C2=C(C(=C(C=C2)OC)F)F)CC)=O